4-((4-(2,4-dimethyl-1H-imidazol-1-yl)-2,6-difluorobenzyl)oxy)phenyl sulfurofluoridate S(OC1=CC=C(C=C1)OCC1=C(C=C(C=C1F)N1C(=NC(=C1)C)C)F)(=O)(=O)F